CN1C(=NC2=C1C=CC(=C2)OC2=NC=CC=C2OCC(F)(F)F)C(=O)NC2(CCS(CC2)(=O)=O)C 1-methyl-N-(4-methyl-1,1-dioxidotetrahydro-2H-thiopyran-4-yl)-5-((3-(2,2,2-trifluoroethoxy)pyridin-2-yl)oxy)-1H-benzo[d]imidazole-2-carboxamide